C1(CC1)NC(=O)C1=CC2=C(N=C(S2)N2CCC3(CC(=C3)C=3C(=NOC3C3CC3)C3=C(C=NC=C3Cl)Cl)CC2)C(=C1)F N-cyclopropyl-2-(2-(5-cyclopropyl-3-(3,5-dichloropyridin-4-yl)isoxazol-4-yl)-7-azaspiro[3.5]non-1-en-7-yl)-4-fluorobenzo[d]thiazole-6-carboxamide